C(C)OC(=O)C1=NNC2=C1C(CC=1C=NC=NC21)(C)C 4,4-dimethyl-4,5-dihydro-1H-pyrazolo[4,3-H]quinazoline-3-carboxylic acid ethyl ester